ClC1=C(C=C(C(=O)NC2=CC(=C(C=C2)F)F)C=C1)C(C(=O)N1CCC(CC1)O)(F)F 4-chloro-3-(1,1-difluoro-2-(4-hydroxypiperidin-1-yl)-2-oxoethyl)-N-(3,4-difluorophenyl)benzamide